FC1(CCN(CC1)C=1C=C(C=C(C1)C)NC(C1=C(N=C(C=C1)CS(=O)(=O)C)N1CCC2(CC2)CC1)=O)F N-(3-(4,4-Difluoropiperidin-1-yl)-5-methylphenyl)-6-((methylsulfonyl)methyl)-2-(6-azaspiro[2.5]octan-6-yl)nicotinamide